8-methoxy-1-phenyl-2-(trifluoromethyl)-3H-cyclopenta[c]quinolin-3-one COC1=CC=2C3=C(C=NC2C=C1)C(C(=C3C3=CC=CC=C3)C(F)(F)F)=O